N1(C=CC=C1)C1CCCC1 1-(1H-pyrrol-1-yl)cyclopentan